6-meth-oxy-2,4-dimethyl-pyridin-3-amine COC1=CC(=C(C(=N1)C)N)C